O1C=2C(OCC1COCCC(S(=O)(=O)[O-])CCC(C)C)=CSC2.[Na+] sodium 3-[(2,3-dihydrothieno[3,4-b]-[1,4]dioxin-2-yl)methoxy]-1-isopentyl-1-propanesulfonate